CC1C(NC=2C=NN(C2C=2C=CN=C(CCCC1)C2)C2=NNC=C2)=O 9-methyl-3-(1H-pyrazol-3-yl)-3,4,7,15-tetraazatricyclo[12.3.1.02,6]Octadeca-1(18),2(6),4,14,16-pentaen-8-one